8-amino-4,4-difluoro-3,4-dihydro-2H-1λ6-benzothiopyran-1,1-dione NC1=CC=CC=2C(CCS(C21)(=O)=O)(F)F